6-[5-(difluoromethyl)-1,3,4-oxadiazol-2-yl]-2-[(1RS,2SR)-2-(4-fluorophenyl)-2-hydroxy-1-(1-methyl-1H-pyrazol-4-yl)ethyl]-2,3-dihydro-1H-isoindol-1-one FC(C1=NN=C(O1)C1=CC=C2CN(C(C2=C1)=O)[C@@H]([C@@H](O)C1=CC=C(C=C1)F)C=1C=NN(C1)C)F |r|